(2R)-1-(2,6-dichlorobenzyl)-2-ethyl-4-((3-fluoro-6-((5-methyl-1H-pyrazol-3-yl)amino)pyridin-2-yl)methyl)piperidine-4-carboxylic acid ClC1=C(CN2[C@@H](CC(CC2)(C(=O)O)CC2=NC(=CC=C2F)NC2=NNC(=C2)C)CC)C(=CC=C1)Cl